FC1([C@@H]2CN(C[C@@H]2C1)C1=C(C(=O)NC2=CC(=NC=C2)S(N)(=O)=O)C=C(C=N1)C(F)(F)F)F 2-((1r,5s)-6,6-difluoro-3-azabicyclo[3.2.0]hept-3-yl)-N-(2-sulfamoylpyridin-4-yl)-5-(trifluoromethyl)nicotinamide